O=C1C=C(N=C2N1C=CC=C2)C(=O)NCC=2N=C1N(C=C(C=C1)CNCCC(F)(F)F)C2 4-oxo-N-[(6-{[(3,3,3-trifluoropropyl)amino]methyl}imidazo[1,2-a]pyridin-2-yl)methyl]-4H-pyrido[1,2-a]pyrimidine-2-carboxamide